(4-chloro-5-iodo-7H-pyrrolo[2,3-d]pyrimidin-7-yl)benzonitrile ClC=1C2=C(N=CN1)N(C=C2I)C2=C(C#N)C=CC=C2